(R)-2-methyl-5-(methyl(1-methylazetidin-3-yl)amino)-N-(1-(naphthalen-1-yl)ethyl)benzamide CC1=C(C(=O)N[C@H](C)C2=CC=CC3=CC=CC=C23)C=C(C=C1)N(C1CN(C1)C)C